ClC1=C(C=CC=C1)[C@@]1(C(CCCC1)=O)CNC(OCOC([C@H](CC(C)C)NC(C)=O)=O)=O ((S)-2-acetamido-4-methylpentanoyloxy)methyl (R)-1-(2-chlorophenyl)-2-oxocyclohexylmethylcarbamate